N-(2-aminoethyl)-2-chloro-2-methylpropanamide NCCNC(C(C)(C)Cl)=O